N6-(2,3-dihydro-1H-inden-4-yl)-5-fluoro-1-(tetrahydro-2H-pyran-2-yl)-1H-pyrazolo[3,4-b]pyridine-3,6-diamine C1CCC2=C(C=CC=C12)NC1=C(C=C2C(=N1)N(N=C2N)C2OCCCC2)F